CN1C2=C(NC3(C1=O)CCOCC3)C3=C(N=C2)NC=C3 4'-methyl-2,3,4',5,6,7'-hexahydrospiro[pyran-4,2'-pyrrolo[3',2':5,6]pyrido[3,4-b]pyrazin]-3'(1'H)-one